1,1-bis(tertiary pentyl-peroxyl)cyclohexane C(C)(C)(CC)OOC1(CCCCC1)OOC(C)(C)CC